C(C)N(C(SCC1=CC=CC=C1)=S)CC benzyl N,N-diethyldithiocarbamate